N1=CC(=CC2=CC=CC=C12)NC1=NC(=NC=C1)NC1=CC=C(C=C1)OC1CC(C1)N1CCOCC1 4-(3-quinolylamino)-2-{p-[(1r,3r)-3-morpholinocyclobutoxy]phenylamino}pyrimidine